ClC=1C=C(C(=NC1)C1(CCNCC1)NS(=O)(=O)C1=CC=C(C=C1)OC(F)(F)F)F N-(4-(5-chloro-3-fluoropyridin-2-yl)piperidin-4-yl)-4-(trifluoromethoxy)benzenesulfonamide